C/C(=C/C(=O)O)/C=C/[C@@]1([C@@]2(CC(=O)C[C@]1(OC2)C)C)O The molecule is an apo carotenoid sesquiterpenoid and an alpha,beta-unsaturated monocarboxylic acid. It has a role as a metabolite. It is a conjugate acid of a phaseic acid anion.